ClC=1C=CC(=C2C=CN=CC12)N1C(C(=CC2=CC=C(C=C12)C(F)(F)F)C(=O)[O-])=O 1-(8-chloroisoquinolin-5-yl)-2-oxo-7-(trifluoromethyl)-1,2-dihydroquinoline-3-carboxylate